BrC=1C=C2CN(C(C2=CC1)=O)[C@@H](C)C1CC1 (S)-5-bromo-2-(1-cyclopropylethyl)isoindolin-1-one